CS(=O)(=O)N1C=2N(CC(C1)C(=O)OCC)N=CC2 ethyl 4-(methylsulfonyl)-4,5,6,7-tetrahydropyrazolo[1,5-a]pyrimidine-6-carboxylate